1-Myristoyl-2-hydroxy-sn-glycero-3-phosphorylcholine C(CCCCCCCCCCCCC)(=O)OC[C@@H](OO)COP(=O)(O)OCC[N+](C)(C)C